2-Phenyl-1,2-benzoselenazol C1(=CC=CC=C1)N1[Se]C2=C(C1)C=CC=C2